CNCCC(=O)C1=CC=CC=C1 3-(methylamino)-1-phenylpropane-1-one